methyl 3-((3-((6-amino-2-fluoro-9H-purin-9-yl)methyl)benzyl)oxy)isonicotinate NC1=C2N=CN(C2=NC(=N1)F)CC=1C=C(COC2=C(C(=O)OC)C=CN=C2)C=CC1